C1(CCC1)OC1=C(C=C(C=C1)N(C(C#C)=O)C1(CCCC1)C(=O)NCC1=C(C=C(C=C1)OC)OC)N(C)C 1-(N-(4-cyclobutoxy-3-(dimethylamino)phenyl)propiolamido)-N-(2,4-dimethoxybenzyl)cyclopentane-1-carboxamide